N[C@H]1[C@@H](N(C1)C(=O)[O-])C (2S,3R)-3-amino-2-methylazetidine-1-carboxylate